1-[2-chloro-4-(trifluoromethyl)phenyl]-4-{5'-fluoro-2'-methoxy-[2,3'-bipyridine]-5-yl}-N-[(3S)-1-methylpyrrolidin-3-yl]piperidine-4-carboxamide ClC1=C(C=CC(=C1)C(F)(F)F)N1CCC(CC1)(C(=O)N[C@@H]1CN(CC1)C)C=1C=CC(=NC1)C=1C(=NC=C(C1)F)OC